NCCCN1CC2=C(C(=C(C=C2CC1)O)N1CC(NS1(=O)=O)=O)F 5-[2-(3-aminopropyl)-8-fluoro-6-hydroxy-1,2,3,4-tetrahydroisoquinolin-7-yl]-1λ6,2,5-thiadiazolidine-1,1,3-trione